C12COCC(CN(C1)CC(CN1C3=C(OC4=C1N=CC(=C4)C=4C=C1C=NNC1=CC4)C=C(C=N3)C=3C=C4C=NNC4=CC3)O)C2 1-(3-oxa-7-azabicyclo[3.3.1]nonan-7-yl)-3-(3,7-di(1H-indazol-5-yl)-10H-dipyrido[3,2-b:2',3'-e][1,4]oxazin-10-yl)propan-2-ol